NC1=C(OC[C@@H](C(=O)O)NC(=O)OC(C)(C)C)C=CC=C1 (S)-3-(2-aminophenoxy)-2-(tert-butoxycarbonylamino)propanoic acid